C(C(C)(C)C)(=O)O[C@@H]1[C@H](O[C@H](C1(F)F)N1C(N=C(C=C1)NP1(OCCC(O1)C1=CC(=CC=C1)Cl)=O)=O)COC(C(C)(C)C)=O (2R,3R,5R)-5-(4-((4-(3-Chlorophenyl)-2-oxido-1,3,2-dioxaphosphinan-2-yl)amino)-2-oxopyrimidin-1(2H)-yl)-4,4-difluoro-2-((pivaloyloxy)methyl)tetrahydrofuran-3-yl pivalat